C(CCCCCCCCCCCCCCCCC)(=O)CC(C[N+](C)(C)C)C(CCCCCCCCCCCCCCCCC)=O 1,2-distearoyl-3-trimethylammoniopropane